2-Phenyl-1,4-phenylene ether C1(=CC=CC=C1)C1=C2C=CC(=C1)O2